tert-butyl (6r,7r)-7-((3-(2,6-bis(benzyloxy) pyridin-3-yl)-1-methyl-1H-indazol-6-yl) amino)-6-methyl-2-azaspiro[3.5]nonane-2-carboxylate C(C1=CC=CC=C1)OC1=NC(=CC=C1C1=NN(C2=CC(=CC=C12)N[C@H]1[C@@H](CC2(CN(C2)C(=O)OC(C)(C)C)CC1)C)C)OCC1=CC=CC=C1